2-amino-6-((2,4,5-trihydroxy-6-(hydroxymethyl)tetrahydro-2H-pyran-3-yl)amino)hexanoic acid NC(C(=O)O)CCCCNC1C(OC(C(C1O)O)CO)O